5-[1-[4-(trifluoromethoxy)phenyl]cyclopropanecarbonyl]-5-azaspiro[2.4]heptane-6-carboxamide FC(OC1=CC=C(C=C1)C1(CC1)C(=O)N1CC2(CC2)CC1C(=O)N)(F)F